FC1=C(C(=C(C(=C1F)F)F)F)[B-](C1=C(C(=C(C(=C1F)F)F)F)F)(C1=C(C(=C(C(=C1F)F)F)F)F)C1=C(C(=C(C(=C1F)F)F)F)F.C(CCCCCCCCCCCCC)[NH+](CCCCCCCCCCCC)C1=C(C=CC=C1)C N-tetradecyl-N-dodecyl-tolylammonium [tetrakis(perfluorophenyl)borate]